C(CC)C1=C(C=CC(=N1)N)C=1C=CC=C2C=CC=NC12 6-propyl-5-(8-quinolyl)pyridin-2-amine